methyl 4-chloro-1-methyl-1H-1,2,3-triazole-5-carboxylate ClC=1N=NN(C1C(=O)OC)C